2,6-bis(hydroxymethyl)-4-n-butylphenol OCC1=C(C(=CC(=C1)CCCC)CO)O